BrC1=CN=C(S1)N1C2CN(C(C1)C2)C(=O)OC(C)(C)C tert-butyl 5-(5-bromothiazol-2-yl)-2,5-diazabicyclo[2.2.1]heptane-2-carboxylate